N-ethyl-5-fluoro-N-isopropyl-2-(3-(1-((2-oxo-2,3-dihydro-1H-benzo[d]imidazol-5-yl)methyl)piperidin-3-yl)-1H-pyrrolo[2,3-c]pyridin-1-yl)benzamide C(C)N(C(C1=C(C=CC(=C1)F)N1C=C(C=2C1=CN=CC2)C2CN(CCC2)CC2=CC1=C(NC(N1)=O)C=C2)=O)C(C)C